COC(=O)C1=CN=CN1CC1=CC=C(C=C1)OCC1=CC2=CC=CC=C2C=C1 1-(4-(Naphthalen-2-ylmethoxy)benzyl)-1H-imidazole-5-carboxylic acid methyl ester